Potassium dichromate [Cr](=O)(=O)([O-])O[Cr](=O)(=O)[O-].[K+].[K+]